OC1=C2C=CC(=CC2=CC(=C1O)O)C(=O)O 5,6,7-trihydroxy-2-naphthoic acid